COC(=O)C1=CC2=C(N=C(S2)N2[C@@H](CN(CC2)CC=2C(=NOC2C2CC2)C2=C(C=CC=C2Cl)Cl)C)C(=C1)OC (R)-2-(4-((5-cyclopropyl-3-(2,6-dichlorophenyl)isoxazol-4-yl)methyl)-2-methylpiperazin-1-yl)-4-methoxybenzo[d]thiazole-6-carboxylic acid methyl ester